3,6,9-trioxaundecane-1,11-dithiol C(COCCOCCOCCS)S